2-(((2S,3R)-3-(Benzylamino)-4-((tert-butyldiphenylsilyl)oxy)butan-2-yl)oxy)-2,2-difluoroacetic acid C(C1=CC=CC=C1)N[C@@H]([C@H](C)OC(C(=O)O)(F)F)CO[Si](C1=CC=CC=C1)(C1=CC=CC=C1)C(C)(C)C